sodium rel-(3S,5R,E)-7-(1-ethyl-3-(4-fluorophenyl)-1H-indol-2-yl)-3,5-dihydroxyhept-6-enoate C(C)N1C(=C(C2=CC=CC=C12)C1=CC=C(C=C1)F)/C=C/[C@@H](C[C@@H](CC(=O)[O-])O)O.[Na+] |o1:20,22|